O=C1NC2=C(N1)C=CC=C2NC(\C=C\C=2C(=NC(=CC2)C(F)(F)F)N2CCCCC2)=O (E)-N-(2-Oxo-2,3-dihydro-1H-benzo[d]imidazol-4-yl)-3-(2-(piperidin-1-yl)-6-(trifluoromethyl)pyridin-3-yl)acrylamid